O=C(CCCCC(=O)OCC)N1CCCC1 Ethyl 6-oxo-6-(pyrrolidin-1-yl)hexanoate